(S)-1-(1-(4-(1,3-dimethyl-1,2,3,6-tetrahydropyridin-4-yl)benzyl)-1H-indol-5-yl)-5-methyl-1H-pyrazole-3-carboxamide CN1C[C@H](C(=CC1)C1=CC=C(CN2C=CC3=CC(=CC=C23)N2N=C(C=C2C)C(=O)N)C=C1)C